(4-cyano-3-(trifluoromethyl)phenyl)acrylamide C(#N)C1=C(C=C(C=C1)C(C(=O)N)=C)C(F)(F)F